tert-butyl (2-(4-formylphenoxy)ethyl)(methyl)carbamate C(=O)C1=CC=C(OCCN(C(OC(C)(C)C)=O)C)C=C1